(4-octyloxyphenyl)(phenyl)iodonium hexafluoroantimonate F[Sb-](F)(F)(F)(F)F.C(CCCCCCC)OC1=CC=C(C=C1)[I+]C1=CC=CC=C1